N-((7R)-2-cyano-2-azabicyclo[2.2.1]heptan-7-yl)-4-(4-(4-fluorophenoxy)pyridin-3-yl)benzamide C(#N)N1C2CCC(C1)[C@H]2NC(C2=CC=C(C=C2)C=2C=NC=CC2OC2=CC=C(C=C2)F)=O